The molecule is an (omega-1)-hydroxy fatty acid that is the conjugate base of 5-hydroxyhexanoic acid, obtained by deprotonation of the carboxy group; major species at pH 7.3. It is an (omega-1)-hydroxy fatty acid anion, a medium-chain fatty acid anion and a hydroxy saturated fatty acid anion. It is a conjugate base of a 5-hydroxyhexanoic acid. CC(CCCC(=O)[O-])O